methyl (S)-1-(4-fluorophenyl)-1,2,3,4-tetrahydroisoquinoline-7-carboxylate FC1=CC=C(C=C1)[C@@H]1NCCC2=CC=C(C=C12)C(=O)OC